FC(CN(C1=NC=2N(C3=CC=C(C(=C13)F)F)C=NN2)C2=CC(=CC(=C2)C#CC(C(F)(F)F)(C)C)F)F N-(2,2-difluoroethyl)-6,7-difluoro-N-(3-fluoro-5-(4,4,4-trifluoro-3,3-dimethylbut-1-yn-1-yl)phenyl)-[1,2,4]triazolo[4,3-a]quinazolin-5-amine